C=CC1=CC=C(C=C1)S(=O)(=O)O.N1=CC=CC=C1 pyridine p-styrenesulfonate